2-(2,4-difluorophenyl)[1,2,4]triazolo[1,5-c]quinazolin FC1=C(C=CC(=C1)F)C1=NN2C=NC=3C=CC=CC3C2=N1